4-((dimethylamino)methyl)-5-fluoro-3-(2-fluoro-3-((N-methylsulfamoyl)amino)benzyl)-2-oxo-2H-chromen-7-yl dimethylcarbamate CN(C(OC1=CC(=C2C(=C(C(OC2=C1)=O)CC1=C(C(=CC=C1)NS(NC)(=O)=O)F)CN(C)C)F)=O)C